COCC12CCC(CC1)C2 4-(methoxymethyl)bicyclo[2.2.1]heptane